C1=C(C=CC2=CC=CC=C12)NC1=CC=C(C=C1)NC1=CC2=CC=CC=C2C=C1 N,N'-bis(beta-naphthyl)-p-phenylenediamine